4-(5-MORPHOLINO-1H-PYRROLO[2,3-B]PYRIDIN-3-YL)PYRIDIN-2(1H)-ONE O1CCN(CC1)C=1C=C2C(=NC1)NC=C2C2=CC(NC=C2)=O